bis(4-(ethyl)-2-(diphenylphosphino)phenyl)methane C(C)C1=CC(=C(C=C1)CC1=C(C=C(C=C1)CC)P(C1=CC=CC=C1)C1=CC=CC=C1)P(C1=CC=CC=C1)C1=CC=CC=C1